C(=C\[Ge](=[Ge])C=O)\C=[Ge] trigerminal